(3S,5R)-1-Ethyl-5-[[7-(4-hydroxy-2,3-dihydrobenzofuran-5-yl)-1-methyl-pyrazolo[3,4-d]pyridazin-4-yl]amino]piperidin-3-ol C(C)N1C[C@H](C[C@H](C1)NC1=C2C(=C(N=N1)C=1C=CC3=C(CCO3)C1O)N(N=C2)C)O